NCC(C)[Si](OCC)(C)C 1-amino-2-(dimethylethoxysilyl)propane